C(C)C1(COC1)COCC1=CC=C(C=C1)COCC1(COC1)CC 1,4-bis[(3-ethyl-3-oxetanyl-methoxy)methyl]benzene